N,N-dimethylethyl-urea CN(C(=O)NCC)C